3-(6-spiro[2H-benzofuran-3,1'-cyclopropane]-4-yl-oxy-3-pyridyl)-1H-benzimidazol-2-one C12(CC1)COC1=C2C(=CC=C1)OC1=CC=C(C=N1)N1C(NC2=C1C=CC=C2)=O